ClC=1C(=NC(=C(C(=O)NC=2C=CC(=C(C(=O)O)C2)F)C1)N1CCC(CCC1)(F)F)C.FC(C=1C=CC=2N(C1)C(=CN2)C2=NC=CC(=N2)N2CC(C2)CC(=O)N)(F)F 2-(1-(2-(6-(trifluoromethyl)imidazo[1,2-a]pyridin-3-yl)pyrimidin-4-yl)azetidin-3-yl)acetamide 5-(5-chloro-2-(4,4-difluoroazepan-1-yl)-6-methylnicotinamido)-2-fluorobenzoate